C(C(=C)C)(=O)OCCN(C)C 2-(Dimethyl amino)ethyl methacrylate